O=C1C=C(N=C2N1C=CC=C2)C(=O)NCC=2N=C1N(C=C(C=C1)CNCC1CC3(C1)CCC3)C2 4-oxo-N-[[6-[(spiro[3.3]heptan-2-ylmethylamino)methyl]imidazo[1,2-a]pyridin-2-yl]methyl]pyrido[1,2-a]pyrimidine-2-carboxamide